CC1=NC=NC2=CC(=CC=C12)C=1C=NN(C1)C 4-methyl-7-(1-methyl-1H-pyrazol-4-yl)quinazoline